2-methylazido-2-deoxy-D-glucose C[C@@H](C(=O)N=[N+]=[N-])[C@@H](O)[C@H](O)[C@H](O)CO